ClC=1C(=C(C(=O)NC2(CCN(CC2)C2=NC=C(C=C2)C=2C=3N(C=C(C2)OCC(C)(C)O)N=CC3C#N)C)C=CC1)C 3-chloro-N-(1-(5-(3-cyano-6-(2-hydroxy-2-methylpropoxy)pyrazolo[1,5-a]pyridin-4-yl)pyridin-2-yl)-4-methylpiperidin-4-yl)-2-methylbenzamide